tert-butyl (R)-4-acetyl-3-(2-chloro-6-(6-(methylcarbamoyl)pyrimidin-4-yl)pyridin-4-yl)piperazine-1-carboxylate C(C)(=O)N1[C@@H](CN(CC1)C(=O)OC(C)(C)C)C1=CC(=NC(=C1)C1=NC=NC(=C1)C(NC)=O)Cl